2-(2-chloro-6-(4-ethylpiperazin-1-yl)benzyl)-2,7-diazaspiro[3.5]nonane-7-carboxylate ClC1=C(CN2CC3(C2)CCN(CC3)C(=O)[O-])C(=CC=C1)N1CCN(CC1)CC